C(#N)C1=C2C(N(CC2=CC=C1C(=O)N)C1C(NC(CC1)=O)=O)=O 4-cyano-2-(2,6-dioxopiperidin-3-yl)-3-oxoisoindoline-5-carboxamide